NC1=NC=CC2=C1N(C(N2[C@@H]2CN(C[C@@H](C2)OC)C(C(C)F)=O)=O)C2=CC=C(C=C2)OC2=CC=CC=C2 4-amino-1-((3s,5r)-1-(2-fluoropropoyl)-5-methoxypiperidin-3-yl)-3-(4-phenoxyphenyl)-1,3-dihydro-2H-imidazo[4,5-c]pyridin-2-one